(S)-2-(2-(3-aminopyrrolidin-1-yl)-6-fluoro-1H-benzo[d]imidazol-1-yl)-N-methyl-N-(2,2,2-trifluoroethyl)acetamide N[C@@H]1CN(CC1)C1=NC2=C(N1CC(=O)N(CC(F)(F)F)C)C=C(C=C2)F